[2-[4-[2-[1-(6,7-dihydro-5H-pyrrolo[1,2-c]imidazol-1-yl)-2-oxo-2-(thiazol-2-ylamino)ethyl]-7-fluoro-3-oxo-isoindolin-5-yl]phenyl]-2-azaspiro[3.3]heptane-6-carbonyl]oxylithium C1(=C2N(C=N1)CCC2)C(C(NC=2SC=CN2)=O)N2CC1=C(C=C(C=C1C2=O)C2=CC=C(C=C2)N2CC1(C2)CC(C1)C(=O)O[Li])F